ClC1=CC(=C(CNCCF)C=C1)C(F)(F)F N-(4-chloro-2-trifluoromethylbenzyl)-2-fluoroethylamine